ClC=1C=CC(=NC1)[C@H](C(F)(F)F)C1(CCNCC1)O (S)-4-(1-(5-chloropyridin-2-yl)-2,2,2-trifluoroethyl)piperidin-4-ol